N4-palmitoyl-1-(2-C-cyano-2-deoxy-beta-D-arabino-pentofuranosyl)cytosine C(CCCCCCCCCCCCCCC)(=O)NC1=NC(N(C=C1)[C@H]1[C@H]([C@H](O)[C@H](O1)CO)C#N)=O